3-(2-cyclopropyl-4-iodo-1H-imidazol-1-yl)-N,N-bis(2-methoxyethyl)bicyclo[1.1.1]pentan-1-amine C1(CC1)C=1N(C=C(N1)I)C12CC(C1)(C2)N(CCOC)CCOC